ClC=1C=C2C=CN(C2=C(C1)C(=O)NC1(CC1)C12CC(C1)(C2)C(=O)O)CC2=CC=C(C=C2)C(F)(F)F 3-(1-(5-Chloro-1-(4-(trifluoromethyl)benzyl)-1H-indole-7-carboxamido)cyclopropyl)bicyclo[1.1.1]pentane-1-carboxylic acid